FC1(CC(C1)[C@@H]1[C@@H](C1)B1OC(C(O1)(C)C)(C)C)F |&1:6| racemic-2-((2S,2S)-2-(3,3-difluorocyclobutyl)cyclopropyl)-4,4,5,5-tetramethyl-1,3,2-dioxaborolane